C(C)(C)C1=CC=C(C=C1)C[C@H](C=O)C |r| (+/-)-3-(4-isopropylphenyl)-2-methylpropanal